FC1=CC(=NC=C1)C(=O)O[C@@H]1[C@H]([C@H]([C@H](O[C@@]12CCCO2)CO)O)N2N=NC(=C2)C2=CC(=C(C(=C2)F)F)F (5S,7R,8R,9S,10R)-8-hydroxy-7-(hydroxymethyl)-9-(4-(3,4,5-trifluorophenyl)-1H-1,2,3-triazol-1-yl)-1,6-dioxaspiro[4.5]decan-10-yl 4-fluoropicolinate